1-(3-(trifluoromethyl)phenyl)cyclobutan-1-ol FC(C=1C=C(C=CC1)C1(CCC1)O)(F)F